bis(3-tolyl)-N,N'-diphenyl-[1,1'-biphenyl]-4,4'-diamine C1(=CC(=CC=C1)C=1C(=C(C=CC1NC1=CC=CC=C1)C1=CC=C(C=C1)NC1=CC=CC=C1)C=1C=C(C=CC1)C)C